ClC=1C=C(C=CC1F)C=1N=C(SC1C1CC1)NS(=O)(=O)C1=NC=C(C=C1C)/N=C/C1=C(C(=CC=C1)OC)O (E)-N-(4-(3-chloro-4-fluorophenyl)-5-cyclopropylthiazol-2-yl)-5-((2-hydroxy-3-methoxybenzylidene)amino)-3-methylpyridine-2-sulfonamide